C(C)(C)(C)OC(=O)N1C2CC(C1)(C2)CN(C)C(=O)OCC2=CC=CC=C2 4-[[Benzyloxycarbonyl-(methyl)amino]methyl]-2-azabicyclo[2.1.1]hexane-2-carboxylic acid tert-butyl ester